CCC(C(=O)C1=CC=C(C=C1)OCCO)(C)O methyl-2-hydroxy-2-methyl-1-[4-(2-hydroxyethoxy)phenyl]-1-propanone